C(C)(C)(C)OC(=O)N1CC([C@H](C1)OC1=CC(=C(C=C1)F)C(F)F)(F)F (S)-4-(3-(difluoromethyl)-4-fluorophenoxy)-3,3-difluoropyrrolidine-1-carboxylic acid tert-butyl ester